2,4,5-trifluoro-benzyl chloride FC1=C(CCl)C=C(C(=C1)F)F